CC1=CC=C(C(=N1)C=O)OCC=1C=NC=CC1 6-methyl-3-(pyridin-3-ylmethoxy)picolinaldehyde